1-(2-(2-(2-azidoeth-oxy)ethoxy)ethyl)piperazine N(=[N+]=[N-])CCOCCOCCN1CCNCC1